Cl.CN1C(C(CCC1=O)N1C(N(C2=C1C=CC(=C2)C#CC2CCNCC2)C)=O)=O 1-methyl-3-(3-methyl-2-oxo-5-(piperidin-4-ylethynyl)-2,3-dihydro-1H-benzo[d]imidazol-1-yl)piperidine-2,6-dione hydrochloride